ClC1=C(C=CC=C1)N1N=C2C(=C1C1=CC=C(C=C1)Cl)OCCCC2NC(=O)C2=NNC=N2 N-[2-(2-chlorophenyl)-3-(4-chlorophenyl)-5,6,7,8-tetrahydrooxepino[3,2-c]pyrazol-8-yl]-1H-1,2,4-triazole-3-carboxamide